tert-butyl 3,5-dibromobenzoate BrC=1C=C(C(=O)OC(C)(C)C)C=C(C1)Br